BrC=1C=C(C=CC1)C1=CC=CC=C1 3-Bromo-biphenyl